tert-butyl (2S,4R)-2-(dimethylcarbamothioyl)-4-[2-(2,5-dioxoimidazolidin-4-yl)ethoxy]pyrrolidine-1-carboxylate CN(C(=S)[C@H]1N(C[C@@H](C1)OCCC1NC(NC1=O)=O)C(=O)OC(C)(C)C)C